(2r,4r)-4-amino-2-(hydroxymethyl)pyrrolidine-1-carboxylic acid tert-butyl ester C(C)(C)(C)OC(=O)N1[C@H](C[C@H](C1)N)CO